C(CCC)NC(C)(C)C1=NC2=C(N1)C=CC=C2C(=O)N 2-[1-(butylamino)-1-methylethyl]-1H-benzimidazole-4-carboxamide